COC1=C(C(=NC=C1)NNC(=O)[C@@H]1C[C@@H](CCC1)NC(OC(C)(C)C)=O)C(F)(F)F tert-butyl N-[(1R,3S)-3-[[[4-methoxy-3-(trifluoromethyl)-2-pyridyl] amino]carbamoyl]cyclohexyl]carbamate